5-Fluoro-3,4-dimethoxy-2-methylbenzoic acid FC=1C(=C(C(=C(C(=O)O)C1)C)OC)OC